O1CC(C1)COC1=CC=2N(C=C1)N=CC2C2=CC=CC(=N2)C2CN(CCC2)C(=O)OC(C)(C)C tert-butyl 3-(6-(5-(oxetan-3-ylmethoxy)pyrazolo[1,5-a]pyridin-3-yl)pyridin-2-yl)piperidine-1-carboxylate